2,6,8-Triazadispiro[3.0.45.34]dodecane-7,9-dione C1NCC12C1(NC(NC1=O)=O)CCC2